tert-butyl N-[1-[3-[3-[N'-(2-ethyl-4-hydroxy-phenyl)carbamimidoyl]-4-[[(3S)-tetrahydrofuran-3-yl]amino]pyrrolo[1,2-b]pyridazin-6-yl]-4-pyridyl]azetidin-3-yl]carbamate C(C)C1=C(C=CC(=C1)O)N=C(N)C1=C(C=2N(N=C1)C=C(C2)C=2C=NC=CC2N2CC(C2)NC(OC(C)(C)C)=O)N[C@@H]2COCC2